P(=O)(OCC)(OCC)OC1=CC=C2C(=C(CSC2=C1)C1=C(C=C(C=C1)C)F)C1=CC=C(C=C1)O[C@@H]1CN(CC1)CCCF diethyl [3-(2-fluoro-4-methyl-phenyl)-4-[4-[(3S)-1-(3-fluoropropyl) pyrrolidin-3-yl] oxyphenyl]-2H-thiochromen-7-yl] phosphate